4-(2,6-Dimethoxyphenyl)-5-(6-ethoxypyridin-2-yl)-N-(((5-methoxypyrimidin-2-yl)methyl)sulfonyl)-4H-1,2,4-triazole-3-carboxamide COC1=C(C(=CC=C1)OC)N1C(=NN=C1C1=NC(=CC=C1)OCC)C(=O)NS(=O)(=O)CC1=NC=C(C=N1)OC